BrC1=NC(=NC(=C1C)Br)C=1N=C(C=2N(C1)C(=CN2)SC)CC2=C(C=C(C(=C2)F)C)F 4,6-dibromo-2-{8-[(2,5-difluoro-4-methylphenyl)methyl]-3-(methylsulfanyl)imidazo[1,2-a]pyrazin-6-yl}-5-methylpyrimidine